5-chloro-benzotriazol ClC1=CC2=C(NN=N2)C=C1